Methyl (2S)-2-(tert-butoxy carbonylamino)hex-5-enoate C(C)(C)(C)OC(=O)N[C@H](C(=O)OC)CCC=C